3-((6-(ethyl(methyl)amino)pyrimidin-4-yl)oxy)pyrrolidin C(C)N(C1=CC(=NC=N1)OC1CNCC1)C